4-(4-((1S,3S)-3-(benzyloxy)cyclobutoxy)phenyl)oxazole C(C1=CC=CC=C1)OC1CC(C1)OC1=CC=C(C=C1)C=1N=COC1